(1-isopropyl-4,5,6,7-tetrahydro-1H-indazol-5-yl)-amine C(C)(C)N1N=CC=2CC(CCC12)N